CC=1OC=C(N1)C(=O)NC1=CNC2=CC=C(C=C12)C=1C=NN(C1)C1=CC=C(C=C1)C(F)(F)F 2-methyl-N-(5-{1-[4-(trifluoromethyl)phenyl]-1H-pyrazol-4-yl}-1H-indol-3-yl)-1,3-oxazole-4-carboxamide